[N+](=O)([O-])C1=C2C=CN(C2=CC=C1)CCOCCOCC(=O)O 2-[2-[2-(4-nitroindol-1-yl)ethoxy]ethoxy]acetic acid